1-((2R,5S)-4-(6-chloro-7-(3-cyclopropyl-5-methyl-1H-indazol-4-yl)-2-((R)-1-(dimethylamino)propan-2-yloxy)-8-fluoroquinazolin-4-yl)-2,5-dimethylpiperazin-1-yl)prop-2-en-1-one ClC=1C=C2C(=NC(=NC2=C(C1C1=C2C(=NNC2=CC=C1C)C1CC1)F)O[C@@H](CN(C)C)C)N1C[C@H](N(C[C@@H]1C)C(C=C)=O)C